FCCN1C2CC(CC1CC2)NC2=C1C=CC=NC1=CC=N2 5-(((3-exo)-8-(2-fluoroethyl)-8-azabicyclo[3.2.1]octan-3-yl)amino)-1,6-naphthyridine